TRANS-(P)-1-(5-FLUORO-2-METHOXY-4-(3-(TRIFLUOROMETHYL)CYCLOBUTYL)PHENYL)-N-(OXAZOL-2-YL)-2-OXO-1,2-DIHYDROQUINOLINE-6-SULFONAMIDE FC=1C(=CC(=C(C1)N1C(C=CC2=CC(=CC=C12)S(=O)(=O)NC=1OC=CN1)=O)OC)[C@@H]1C[C@H](C1)C(F)(F)F